NC1=C(C2=C(S1)C(=CC=C2C2=C(C=C1C(=NC(=NC1=C2F)C[C@H](C)N(C)C)N(C)[C@H](C)C2=NC=CN=C2N)Cl)F)C#N (R)-2-amino-4-(4-(((R)-1-(3-aminopyrazin-2-yl)ethyl)(methyl)amino)-6-chloro-2-((S)-2-(dimethylamino)propyl)-8-fluoroquinazolin-7-yl)-7-fluorobenzo[b]thiophene-3-carbonitrile